Cl.NC=1C2=C(N=CN1)N(C=C2C(=O)OC)CC(=O)N2[C@@H](C[C@H](C2)F)C(NCC2=C(C(=CC=C2)Cl)F)=O methyl 4-amino-7-(2-((2S,4R)-2-((3-chloro-2-fluorobenzyl)carbamoyl)-4-fluoropyrrolidin-1-yl)-2-oxoethyl)-7H-pyrrolo[2,3-d]pyrimidine-5-carboxylate HCl salt